CC1(CN(C2=CC=CC=C12)CCCC=S(=O)=O)C 3,3-dimethyl-1-(4-sulfonylbutyl)-3H-indol